[Na+].OC(C)(C)S(=O)(=O)[O-] 2-hydroxy-2-propanesulfonic acid sodium salt